ClC1=CC=C2C(NC(=NC2=C1Cl)NC1=CC(=C(C=C1)Cl)Cl)=O 7,8-dichloro-2-((3,4-dichlorophenyl)amino)quinazolin-4(3H)-one